4-((2R,4S,SR)-5-Ethyl-4-((5-isopropoxypyridin-2-yl)oxy)-2-methylpiperidin-1-yl)-1-methyl-2-oxo-1,2-dihydropyrido[3,2-d]pyrimidin-6-carbonitril C(C)[C@@H]1[C@H](C[C@H](N(C1)C=1C2=C(N(C(N1)=O)C)C=CC(=N2)C#N)C)OC2=NC=C(C=C2)OC(C)C |&1:2|